C(C(C)(C)C)(=O)OCN1N=NC(=C1)C1CN(CC1)C=1OC(=NN1)C=1C=NC(=NC1)NC1CC2=CC=C(C=C2C1)Br (4-(1-(5-(2-((5-bromo-2,3-dihydro-1H-inden-2-yl)amino)pyrimidin-5-yl)-1,3,4-oxadiazol-2-yl)pyrrolidin-3-yl)-1H-1,2,3-triazol-1-yl)methyl pivalate